Cl.FC(C=1C(=C(C=CC1)[C@@H](C([2H])([2H])[2H])N)F)F (R)-1-(3-(difluoromethyl)-2-fluorophenyl)ethane-2,2,2-d3-1-amine hydrochloride